[Si](C)(C)(C(C)(C)C)OCC(CCCC[C@](C(=O)O)(C)C1=CC(=CC=C1)I)(C)C (R)-8-((Tert-butyldimethylsilyl)oxy)-2-(3-iodophenyl)-2,7,7-trimethyloctanoic acid